OC[C@@H](C[C@@H](CCCCCCCCCCCC=C)O)O (2R,4R)-1,2,4-Trihydroxy-heptadec-16-ene